4-amino-N-((S)-cyclopropyl-(5-(trifluoromethyl)-2-pyridinyl)methyl)-N-methyl-1,3-dihydrofuro[3,4-c][1,7]naphthyridine-8-carboxamide NC1=NC=2C=NC(=CC2C2=C1COC2)C(=O)N(C)[C@H](C2=NC=C(C=C2)C(F)(F)F)C2CC2